(E)-5-fluoro-1-(3-(pyrimidin-2-yl)acryloyl)-5,6-dihydropyridin-2(1H)-one FC1C=CC(N(C1)C(\C=C\C1=NC=CC=N1)=O)=O